C(C)N(C(C1=CC=C(C=C1)C1=CC2=C(N=C3N2C(CC3)C3=CC=CC=C3)C=C1)=O)C N-ethyl-N-methyl-4-(1-phenyl-2,3-dihydro-1H-benzo[d]pyrrolo[1,2-a]imidazol-7-yl)benzamide